(4aR,8aS)-6-(3-(4-(2-Methylazetidin-1-yl)phenyl)azetidin-1-carbonyl)hexahydro-2H-pyrido[4,3-b][1,4]oxazin-3(4H)-on CC1N(CC1)C1=CC=C(C=C1)C1CN(C1)C(=O)N1C[C@@H]2[C@@H](OCC(N2)=O)CC1